Sodium (5-methyl-2-nitrophenyl) methylsulfonate CS(=O)(=O)OC1=C(C=CC(=C1)C)[N+](=O)[O-].[Na]